C(N)(=O)C=1N(N=C2C1NCCC2N2CCN(CC2)C(=O)OC(C)(C)C)C2=CC=C(C=C2)OC2=CC(=CC(=C2)F)F tert-butyl 4-{3-carbamoyl-2-[4-(3,5-difluorophenoxy)phenyl]-4,5,6,7-tetrahydro-2H-pyrazolo[4,3-b]pyridin-7-yl}piperazine-1-carboxylate